[C@H]1([C@@H](O)[C@@H](O)[C@H](O)[C@H](O1)CO)OCCNC(CCCCCNC(CCC(NC(CNCC(NCCCCCC(=O)[O-])=O)=O)C(NCCCCCC(=O)NCCO[C@@H]1[C@@H](O)[C@@H](O)[C@H](O)[C@H](O1)CO)=O)=O)=O 1-[(α-D-mannopyranosyl)oxy]-14-{[6-({2-[(α-D-mannopyranosyl)oxy]ethyl}amino)-6-oxohexyl] carbamoyl}-4,11,16,20-tetraoxo-3,10,15,18,21-pentaazaheptacosan-27-oate